(S)-4-(4-(1-methyl-1H-pyrazol-5-yl)piperidin-2-yl)benzoate CN1N=CC=C1C1C[C@H](NCC1)C1=CC=C(C(=O)[O-])C=C1